1,1'-azobisformamide N(=NC(=O)N)C(=O)N